C1(=CC=CC=C1)N(C1=CC=C(C2=CC=CC=C12)C1=CC=C(C=C1)C1=CC=C(C=C1)C1=CC=C(C2=CC=CC=C12)N(C1=CC=CC=C1)C1=CC=CC=C1)C1=CC=CC=C1 bis[4-diphenylamino-naphthalen-1-yl]biphenyl